BrC=1C=C(C=C2CN(C(C12)=O)C1C(NC(CC1)=O)=O)CN(C1CCN(CC1)C1=CC=C2CN(C(C2=C1)=O)C(C(=O)NC=1SC=CN1)C1=C(C=CC(=C1)F)O)C 2-(6-(4-(((7-bromo-2-(2,6-dioxopiperidin-3-yl)-1-oxoisoindolin-5-yl)methyl)(methyl)amino)piperidin-1-yl)-1-oxoisoindolin-2-yl)-2-(5-fluoro-2-hydroxyphenyl)-N-(thiazol-2-yl)acetamide